glyceryl-ethylhexane C(C(O)CO)C(CCCCC)CC